C(CCCC)C1CCC(CC1)C1=C(C=CC=C1)C1=CC=CC=C1 (4-pentylcyclohexyl)-1,1'-biphenyl